C1CCC2=C(C=CC=C12)C1=C(C=C2C(=N1)C(=NN2)C=2C=CC(=NC2)C2CN(C2)C([C@H](C)O)=O)OC (S)-1-(3-(5-(5-(2,3-dihydro-1H-inden-4-yl)-6-methoxy-1H-pyrazolo[4,3-b]pyridin-3-yl)pyridin-2-yl)azetidin-1-yl)-2-hydroxypropan-1-one